((1R,5S,6s)-6-((4-(2-aminopropan-2-yl)-6-(4-(trifluoromethyl)phenyl)pyridin-2-yl)oxy)-3-azabicyclo[3.1.0]hexan-3-yl)(3-methyl-1-(pyrimidin-2-yl)-1H-pyrazol-4-yl)methanone NC(C)(C)C1=CC(=NC(=C1)C1=CC=C(C=C1)C(F)(F)F)OC1[C@@H]2CN(C[C@H]12)C(=O)C=1C(=NN(C1)C1=NC=CC=N1)C